C1(CC1)N1C(C(=C(C2=CC(=C(C(=C12)OC)F)F)F)C(=O)[O-])=O 1-cyclopropyl-6,7-difluoro-8-methoxyfluoroquinolone-3-carboxylate